FC1(CC(C1)CS(=O)(=O)C[C@H]1C[C@H](C1)N(C=1C2=C(N=CN1)NC=C2)C)F N-[cis-3-({[(3,3-difluorocyclobutyl)methyl]sulfonyl}methyl)cyclobutyl]-N-methyl-7H-pyrrolo[2,3-d]pyrimidin-4-amine